FC(C(=O)O)(F)F.FC(C(=O)O)(F)F.NC1=NC=2C=CC=CC2C2=C1N=C(N2CC(C)(O)C)CNCC 1-(4-amino-2-((ethylamino)methyl)-1H-imidazo[4,5-c]quinolin-1-yl)-2-methylpropan-2-ol bis(2,2,2-trifluoroacetate)